3-methoxy-10-((2-methoxyethoxy)methyl)acridin-9(10H)-one COC=1C=CC=2C(C3=CC=CC=C3N(C2C1)COCCOC)=O